CC1(OCCC(C1)NC(=O)C=1C2=C(C(N(C1)CC1=C(C=C(C=C1)C1=NN(C=C1)C)F)=O)C=CO2)C N-(2,2-dimethyltetrahydro-2H-pyran-4-yl)-5-(2-fluoro-4-(1-methyl-1H-pyrazol-3-yl)benzyl)-4-oxo-4,5-dihydrofuro[3,2-c]pyridine-7-carboxamide